(4-Morpholinylphenyl)-5-nitrofuran-2-carboxamide N1(CCOCC1)C1=CC=C(C=C1)C1=C(OC(=C1)[N+](=O)[O-])C(=O)N